2,2,4-trimethyl-8-(6-methyl-7-oxo-6,7-dihydro-1H-pyrrolo[2,3-c]pyridin-4-yl)-6-(piperidin-1-ylsulfonyl)-2H-1,4-benzoxazin-3(4H)-one CC1(OC2=C(N(C1=O)C)C=C(C=C2C=2C1=C(C(N(C2)C)=O)NC=C1)S(=O)(=O)N1CCCCC1)C